C12(CC3CC(CC(C1)C3)C2)P(C2=CC=NN2C=2C(=NN(C2C2=CC=CC=C2)C2=CC=CC=C2)C2=CC=CC=C2)C23CC1CC(CC(C2)C1)C3 5-(bis(1-adamantyl)phosphino)-1',3',5'-triphenyl-1'h-[1,4']bipyrazole